1-(piperidin-4-yl)azetidin-3-one N1CCC(CC1)N1CC(C1)=O